(E)-4-(4-(2-(2-(2-(prop-2-yn-1-yloxy)ethoxy)ethoxy)ethoxy)styryl)-aniline C(C#C)OCCOCCOCCOC1=CC=C(/C=C/C2=CC=C(N)C=C2)C=C1